OC1(C[C@H]2CC[C@@H](C1)N2C(=O)OCC2=CC=CC=C2)C(C)C benzyl (1R,3R,5S)-3-hydroxy-3-isopropyl-8-azabicyclo[3.2.1]octane-8-carboxylate